C(=O)([O-])CN(CCN(CC(=O)[O-])CC(NC=1C=NC(=CC1)C=1N=NC(=NN1)C1=NC=CC=C1)=O)CC(=O)[O-].[Na+].[Ca+2].C1(=CC=CC=C1)C(=C[Si](C1=CC=CC=C1)(C1=CC=CC=C1)C1=CC=CC=C1)C1=CC=CC=C1 (2,2-diphenylvinyl)triphenylsilane Calcium sodium 2-({2-[bis(carboxylatomethyl)amino]ethyl}[({6-[6-(pyridin-2-yl)-1,2,4,5-tetrazin-3-yl]pyridin-3-yl}carbamoyl)methyl]amino)acetate